7-hydroxy-5-methoxy-8-(3-methylbut-2-en-1-yl)-2-(quinolin-8-yl)chroman-4-one OC1=CC(=C2C(CC(OC2=C1CC=C(C)C)C=1C=CC=C2C=CC=NC12)=O)OC